[Si](C)(C)(C(C)(C)C)OCCOC1=C(C=C(C=C1)F)C=1C(=CC(=C(C1)NS(=O)(=O)C=1C=C(C(=O)OC)C=C(C1OC)Cl)F)F Methyl 3-[[5-[2-[2-[tert-butyl(dimethyl)silyl]oxyethoxy]-5-fluoro-phenyl]-2,4-difluoro-phenyl]sulfamoyl]-5-chloro-4-methoxy-benzoate